CS(=O)(=O)[N-]S(=O)(=O)C bis(methyl-sulfonyl)amide